anthraquinone-1,5-dicarboxylic acid C1(=CC=CC=2C(C=3C(=CC=CC3C(C12)=O)C(=O)O)=O)C(=O)O